tert-Butyl 3-(((7-chloro-2-(trifluoromethyl)imidazo[1,2-a]pyridin-5-yl)amino)methyl)-3-(5-fluoropyridin-2-yl)azetidine-1-carboxylate ClC1=CC=2N(C(=C1)NCC1(CN(C1)C(=O)OC(C)(C)C)C1=NC=C(C=C1)F)C=C(N2)C(F)(F)F